C(\C=C\C(=O)O)(=O)O.FC1=C(C=CC(=C1)C(F)(F)F)C=1C(=NC(=NC1)NC[C@H]1N(CCC1)C([2H])([2H])[2H])C (S)-5-(2-fluoro-4-(trifluoromethyl)phenyl)-4-methyl-N-((1-(trideuteriomethyl)pyrrolidin-2-yl)methyl)pyrimidin-2-amine, fumarate salt